CN1C[C@@H](OCC1)CNC=1N=NC(=C2C1C=NC=C2)C2=C(C=C(C=C2)C(F)(F)F)O (S)-2-(4-(((4-methylmorpholin-2-yl)methyl)amino)pyrido[3,4-d]pyridazin-1-yl)-5-(trifluoromethyl)phenol